NC=1N=NC(=CC1N1C[C@@H](N([C@H](C1)C)C(C)=O)C)C1=C(C=CC=C1)O 1-((2S,6S)-4-(3-amino-6-(2-hydroxyphenyl)pyridazin-4-yl)-2,6-dimethylpiperazin-1-yl)ethan-1-one